Ethyl 2-(3-methyl-3-(1H-pyrazol-3-yl)-2,3-dihydrobenzofuran-7-yl)acetate CC1(COC2=C1C=CC=C2CC(=O)OCC)C2=NNC=C2